Methyl 1-((4-methylpiperazin-1-yl) sulphonyl)-1H-pyrrole-3-carboxylate CN1CCN(CC1)S(=O)(=O)N1C=C(C=C1)C(=O)OC